FC(C(=O)N(C(C)C)C1=C(C(=O)Cl)C=CC(=C1)N1CCN(CC1)C(C(F)(F)F)=O)(F)F 2-(2,2,2-trifluoro-N-isopropylacetamido)-4-(4-(2,2,2-trifluoroacetyl)piperazin-1-yl)benzoyl chloride